FC(C(O)O)(C(C(C(C(C(F)(F)F)(F)F)(F)F)(F)F)(F)F)F 2,2,3,3,4,4,5,5,6,6,7,7,7-tridecafluoro-1,1-heptanediol